ClC=1C=CC(=C(C1)NCC(=O)O)CN1CCN(CC1)C(=O)OC(C(F)(F)F)C(F)(F)F (5-Chloro-2-((4-(((1,1,1,3,3,3-hexafluoropropan-2-yl)oxy)carbonyl)piperazin-1-yl)methyl)phenyl)glycine